4-(3-Chloroanilino)-2'-[(2S)-2-(phenoxymethyl)butyl]-2',3'-dihydrospiro[cyclohexane-1,1'-indene]-4-carboxylic acid ClC=1C=C(NC2(CCC3(C(CC4=CC=CC=C34)C[C@H](CC)COC3=CC=CC=C3)CC2)C(=O)O)C=CC1